(αS)-3-chloro-α,2-difluoro-benzenepropanoic acid ClC=1C(=C(C=CC1)C[C@@H](C(=O)O)F)F